acrylic, cyanate C(C=C)(=O)OC#N